FC1=C(C(=C(C(=O)C2=CC=CC=C2)C=C1)N)N fluorodiaminobenzophenone